1,3-diethyl 2-[[(benzyloxy)carbonyl]amino]propanedioate C(C1=CC=CC=C1)OC(=O)NC(C(=O)OCC)C(=O)OCC